O[C@@H]1CN(CC[C@@]12NCC1=CC=CC=C1C2)C(=O)C2=CN=C1N2C=C(C=N1)C(F)(F)F [(3R,3'R)-3'-hydroxy-1,4-dihydro-1'H,2H-spiro[isoquinoline-3,4'-piperidin]-1'-yl][6-(trifluoromethyl)imidazo[1,2-a]pyrimidin-3-yl]methanone